6-Benzyl-3-((1-methyl-1H-pyrazol-5-yl)methyl)-2,3,4,6-tetrahydropyrido[3,4-c][1,8]naphthyridin-5(1H)-one C(C1=CC=CC=C1)N1C(C2=C(C=3C=CC=NC13)CCN(C2)CC2=CC=NN2C)=O